ClC1=CC=C(C=C1)C=1N=C(SC1)NC(C1=C(C=C(C=C1)C#N)NS(=O)(=O)C(C)C)=O N-(4-(4-Chlorophenyl)thiazol-2-yl)-4-cyano-2-((1-methylethyl)sulfonamido)benzamide